C(CCCCCCCCCCCCC)(=O)N([C@@H](C)C(=O)N[C@@H](C)C(=O)O)C(CCCCCCCCCCCCC)=O N-tetradecanoyl(myristoyl)alanylalanine